gamma-(N-acetoxy)aminopropyltrimethoxysilane C(C)(=O)ONCCC[Si](OC)(OC)OC